tert-butyl (3S)-3-{[(3R)-3-methylpyrrolidin-1-yl]carbonyl}-3,4-dihydro-1H-isoquinoline-2-carboxylate C[C@H]1CN(CC1)C(=O)[C@H]1N(CC2=CC=CC=C2C1)C(=O)OC(C)(C)C